(R)-9-((5-oxomorpholin-3-yl)methoxy)imidazo[1,2-a]quinoline-4-carboxamide O=C1COC[C@@H](N1)COC=1C=CC=C2C=C(C=3N(C12)C=CN3)C(=O)N